BrC=1C=C2C(=CC1)C(N(CC21CC1)CC(=O)NC1=NC=C(C=N1)F)=O 2-(6-bromo-1-oxo-spiro[3H-isoquinoline-4,1'-cyclopropane]-2-yl)-N-(5-fluoropyrimidin-2-yl)acetamide